2-propyl-acrylic acid C(CC)C(C(=O)O)=C